FC1=CC=C(C=C1)CC(=O)NC1=CC=C(COC(=O)N([C@H](C(=O)OCC#N)CCC2=CC=CC=C2)C)C=C1 cyanomethyl (S)-2-((((4-(2-(4-fluorophenyl)acetamido)benzyl)oxy)-carbonyl)-(methyl)amino)-4-phenylbutanoate